NC=1C=2N(C=CN1)C(=NC2C2=CC=C(C(=O)NC1=NC=CC=C1)C=C2)CNC(\C=C\COC)=O (E)-4-(8-amino-3-((4-methoxybut-2-enamido)methyl)imidazo[1,5-a]pyrazin-1-yl)-N-(pyridin-2-yl)benzamide